tert-butyl ((S)-1-(((5S,8S,10aR)-8-(((R)-chroman-4-yl)carbamoyl)-3-(oxetan-3-yl)-6-oxodecahydropyrrolo[1,2-a][1,5]diazocin-5-yl)amino)-1-oxopropan-2-yl)(methyl)carbamate O1CC[C@H](C2=CC=CC=C12)NC(=O)[C@@H]1CC[C@H]2N1C([C@H](CN(CC2)C2COC2)NC([C@H](C)N(C(OC(C)(C)C)=O)C)=O)=O